COC([C@@H](N)CCS)=O L-homocysteine methyl ester